1-(indol-5-yl)ethan-1-amine N1C=CC2=CC(=CC=C12)C(C)N